N(=[N+]=[N-])C[C@@H]1NCCOC1 (S)-3-(azidomethyl)morpholine